1-(3-(2-((tert-butyldimethylsilyl)oxy)ethoxy)phenyl)ethanone [Si](C)(C)(C(C)(C)C)OCCOC=1C=C(C=CC1)C(C)=O